2-((tert-butoxycarbonyl)amino)-7-(quinoline-6-yloxy)-1,2,3,4-tetrahydronaphthalene-2-carboxylic acid C(C)(C)(C)OC(=O)NC1(CC2=CC(=CC=C2CC1)OC=1C=C2C=CC=NC2=CC1)C(=O)O